N-(Propionyl-oxy)succinimide C(CC)(=O)ON1C(CCC1=O)=O